C1(=CC=CC2=CC=CC=C12)OC(C(=O)N)C 2-(NAPHThOXY)PROPIONAMIDE